CN(CCCOC1=NC=C(C=C1)C1=CC=C2N=CC=3N(C2=C1)C(=NC3C)N3CCCCC3)C N,N-dimethyl-3-((5-(3-methyl-1-(piperidin-1-yl)imidazo[1,5-a]quinoxalin-8-yl)pyridin-2-yl)oxy)propan-1-amine